C1(CC1)S(=O)(=O)NC=1SC=C(N1)C(C(=O)NC1=CC=C(C=C1)C1=NC(=CN=C1)C(C)(C)OC)(C)C 2-(2-(cyclopropanesulfonamido)thiazol-4-yl)-N-(4-(6-(2-methoxypropan-2-yl)pyrazin-2-yl)phenyl)-2-methylpropanamide